5-methylsulfanyl-1,3,4-thiadiazol CSC1=NN=CS1